2-Methyl-7-vinyl-3,4-dihydroisoquinolin-1(2H)-one CN1C(C2=CC(=CC=C2CC1)C=C)=O